(3-((Benzyloxy)methyl)-4-ethyl-5-oxo-4,5-dihydro-1H-1,2,4-triazol-1-yl)-7-fluoro-1-isopropyl-3-(o-tolyl)-4H-quinolizin-4-one C(C1=CC=CC=C1)OCC1=NN(C(N1CC)=O)C=1C(=C2C=CC(=CN2C(C1C1=C(C=CC=C1)C)=O)F)C(C)C